C1(CCC1)OC[C@@H](C(=O)O)N(C)C(=O)OCC1C2=CC=CC=C2C=2C=CC=CC12 (2S)-3-cyclobutyloxy-2-[9H-fluoren-9-ylmethoxycarbonyl-(Methyl)amino]propanoic acid